[K].C1CCC2=C(C=3CCCC3C=C12)NC(=O)NS(=O)(=O)C1CC2(CN(C2)C(C)C)C1 N-((1,2,3,5,6,7-Hexahydro-s-indacen-4-yl)carbamoyl)-2-isopropyl-2-azaspiro[3.3]heptane-6-sulfonamide, Potassium Salt